FC1=C(CNC2=NC(=NC=C2)NC=2C=NN(C2)CCO)C(=CC=C1)OC 4-[(2-fluoro-6-methoxybenzyl)amino]-2-[(1-(2-hydroxyethyl)-1H-pyrazol-4-yl)amino]pyrimidin